2-bromo-1,3-difluoronaphthalene BrC1=C(C2=CC=CC=C2C=C1F)F